FC1(CCC(CC1)NC(C(C1=NC=CN=C1)(C)N(C(=O)[C@@H]1N(C[C@@H](C1)OC)C(=O)OC(C)(C)C)C1=CC=C(C=C1)S(F)(F)(F)(F)F)=O)F tert-butyl (2R,4R)-2-[[2-[(4,4-difluorocyclohexyl)amino]-1-methyl-2-oxo-1-pyrazin-2-yl-ethyl]-[4-(pentafluoro-λ6-sulfanyl)phenyl]carbamoyl]-4-methoxy-pyrrolidine-1-carboxylate